C1(CC1)[C@H](C(C)(C)O)N1C(C2=C(C=CC=C2C1)\C=C\C1=C(C=C(C=C1)F)F)=O |r| (R and S)-(E)-2-(1-cyclopropyl-2-hydroxy-2-methylpropyl)-7-(2,4-difluorostyryl)isoindolin-1-one